ClC1=CC=C(C=C1)C=1N=C2N(C=CC=N2)C1CN1C2CN(C(C1)CC2)C(=O)C2=CC(=CC=C2)OC (5-{[2-(4-chlorophenyl)imidazo[1,2-a]pyrimidin-3-yl]methyl}-2,5-diazabicyclo[2.2.2]oct-2-yl)(3-methoxyphenyl)methanone